ClC1=CC(=CC(=N1)NC1CCC(CC1)(F)F)OCC=1OC=CN1 6-chloro-N-(4,4-difluorocyclohexyl)-4-(oxazol-2-ylmethoxy)pyridin-2-amine